FC1=CC=C(C=C1)[C@@H]1N(CCC2=CC=CC=C12)C(=O)[C@H]1C[C@H]2[C@@H](N(CCN2)C(=O)OC(C)(C)C)CO1 tert-butyl (4aR,7R,8aS)-7-((S)-1-(4-fluorophenyl)-1,2,3,4-tetrahydroisoquinoline-2-carbonyl)octahydro-4H-pyrano[3,4-b]pyrazine-4-carboxylate